6-(2-(benzofuran-5-yl)-3-chloroanilino)-3-fluoro-2-methylbenzoic acid O1C=CC2=C1C=CC(=C2)C2=C(NC1=CC=C(C(=C1C(=O)O)C)F)C=CC=C2Cl